C(=O)O.CN(C)C[C@H]1CN(CC1)C1=NC=C(C(=N1)OCC)C(=O)NC=1C=C(C=2N(C1)C=C(N2)C)F (S)-2-(3-((dimethylamino)methyl)pyrrolidin-1-yl)-4-ethoxy-N-(8-fluoro-2-methylimidazo[1,2-a]pyridin-6-yl)pyrimidine-5-carboxamide formate salt